2-((5-(2-(4-chloro-2-fluorophenyl)-2-methylbenzo[d][1,3]dioxol-4-yl)-3,6-dihydro-2H-pyran-2-yl)methyl)-1-(((S)-oxetan-2-yl)methyl)-1H-benzo[d]imidazole-6-carboxylic acid ClC1=CC(=C(C=C1)C1(OC2=C(O1)C=CC=C2C2=CCC(OC2)CC2=NC1=C(N2C[C@H]2OCC2)C=C(C=C1)C(=O)O)C)F